C(C)(C)(C)OC(=O)NCCC(=O)NC1=CC=C(CN2C(=CC3=CC=C(C=C23)C#N)C(=O)NC2CCC(CC2)NC(OC(C)(C)C)=O)C=C1 tert-Butyl ((1r,4r)-4-(1-(4-(3-((tert-butoxycarbonyl)amino)propanamido)benzyl)-6-cyano-1H-indole-2-carboxamido)cyclohexyl)carbamate